C1(=CC=C(C=C1)OC1=C(C(C(=O)O)=CC=C1)C(=O)O)OC1=C(C(C(=O)O)=CC=C1)C(=O)O 4'-(1,4-phenylenebis(oxy))diphthalic acid